phosphine oxide formate C(=O)O.[PH3]=O